C(CCCCCCCCCCCCCCCCC)(=O)C(C(C(=O)N)O)(O)C(CCCCCCCCCCCCCCCCC)=O distearoylglyceramide